(1'R,2'R)-N-ethyl-2,6-dihydroxy-5'-methyl-4-pentyl-2'-(prop-1-en-2-yl)-1',2',3',4'-tetrahydro-[1,1'-biphenyl]-3-carboxamide C(C)NC(=O)C=1C(=C(C(=CC1CCCCC)O)[C@H]1[C@@H](CCC(=C1)C)C(=C)C)O